ON1C(NC(NC1=O)=O)=O 1-hydroxy-1,3,5-triazine-2,4,6-trione